2,8-diformyl-thianthrene C(=O)C1=CC=2SC3=CC(=CC=C3SC2C=C1)C=O